CC1=C(C2=C(N=N1)SC1=C2N=CN=C1NC1CC2(CN(C2)C2=NC=C(C=N2)C)C1)C 3,4-dimethyl-N-[2-(5-methylpyrimidin-2-yl)-2-azaspiro[3.3]heptan-6-yl]pyrimido[4',5':4,5]thieno[2,3-c]pyridazin-8-amine